benzyl-3-(2-(4-bromo-2-hydroxyphenyl)-2-oxoethyl)-3-hydroxyindol-2-one C(C1=CC=CC=C1)C1=C2C(C(NC2=CC=C1)=O)(O)CC(=O)C1=C(C=C(C=C1)Br)O